C(C)OC1=C(C(=O)P(C(CC)C)(C(C2=C(C=CC=C2OCC)OCC)=O)=O)C(=CC=C1)OCC bis(2,6-diethoxybenzoyl)(1-methylpropane-1-yl)phosphin oxide